(2-(benzylsulfonyl)ethyl)-6-chloro-2-(4-methylpiperazin-1-yl)pyrido[3,4-d]pyrimidin-4-amine C(C1=CC=CC=C1)S(=O)(=O)CCC1=C(N=CC=2N=C(N=C(C21)N)N2CCN(CC2)C)Cl